C(C)(C)C=1SC2=C(N1)C(CC1(CCN(CC1)C(=O)C1=CC(=C3C=CC(=NC3=C1)NC)C)C2)=O 2-isopropyl-1'-(5-methyl-2-(methylamino)quinoline-7-carbonyl)-5H-spiro[benzo[d]thiazole-6,4'-piperidin]-4(7H)-one